4-fluoro-5-(6-methoxy-2-azaspiro[3.3]hept-2-yl)-2-nitrobenzene FC1=CC(=CC=C1N1CC2(C1)CC(C2)OC)[N+](=O)[O-]